NCCOCCOCCOCCOCC(=O)OC(C)(C)C Tert-Butyl 2-[2-[2-[2-(2-aminoethoxy)ethoxy]ethoxy]ethoxy]acetate